CS(=O)(=O)OC1=CC(=CC=C1)C=1COCC1 (3-(2,5-dihydrofuran-3-yl) phenyl) methanesulfonate